FC(C1=NN(C=C1[C@@H](C)NC=1C2=C(N=C(N1)C)C=NC(=C2)N2C[C@@H](CC2)NC(C)=O)C)F |&1:7| N-{(3R)-1-[4-({(1RS)-1-[3-(difluoromethyl)-1-methyl-1H-pyrazol-4-yl]ethyl}amino)-2-methylpyrido[3,4-d]pyrimidin-6-yl]pyrrolidin-3-yl}acetamide